FC1=C(C(=C(C=C1)OCOC)F)F 1,2,3-trifluoro-4-(methoxymethoxy)benzene